C(C(C)C)(=O)OC(C(CC(C)C)(C)C)O 2,2,4-trimethylpentanediol monoisobutyrate